C(C)(C)(C)C1C2(CCC(C1)(N2C(=O)[O-])C#CC2=CC=C(C=C2)OC(F)(F)F)CO[Si](C)(C)C(C)(C)C tert-butyl-(((tert-butyldimethylsilyl)oxy)methyl)-4-((4-(trifluoromethoxy)phenyl)ethynyl)-7-azabicyclo[2.2.1]heptane-7-carboxylate